4-bromo-1-(methoxymethylsulfanyl)-2-methyl-benzene BrC1=CC(=C(C=C1)SCOC)C